3-butyl-5-(4-fluorophenyl)-8-hydroxy-2-(4-methoxybenzyl)-7-(methylthio)-2,3,4,5-tetrahydro-1,2,5-benzothiadiazin-1,1-dioxide C(CCC)C1N(S(C=2C(C1)N(C=C(C2O)SC)C2=CC=C(C=C2)F)(=O)=O)CC2=CC=C(C=C2)OC